[F-].FC(=C(C(F)(F)F)F)F perfluoropropene fluoride